N-(4'-(6-chloro-2-(((3R,3aR,6R,6aR)-6-hydroxyhexahydrofuro[3,2-b]furan-3-yl)oxy)-1H-pyrrolo[3,2-b]pyridin-5-yl)-2,3,4,5-tetrahydro-[1,1'-biphenyl]-4-yl)methanesulfonamide ClC=1C=C2C(=NC1C1=CC=C(C=C1)C=1CCC(CC1)NS(=O)(=O)C)C=C(N2)O[C@H]2[C@@H]1[C@H](OC2)[C@@H](CO1)O